(S)-4-(5-amino-3,3-dimethylpiperidin-1-yl)-5-fluoro-2,3-dimethyl-1H-indole-7-carboxamide N[C@H]1CC(CN(C1)C1=C2C(=C(NC2=C(C=C1F)C(=O)N)C)C)(C)C